[N+](=O)([O-])C1=C(C=CC=C1)S(=O)(=O)OC1CC2(C1)CCN(CC2)C(=O)OC(C)(C)C Tert-Butyl 2-(((2-nitrophenyl)sulfonyl)oxy)-7-azaspiro[3.5]nonane-7-carboxylate